CC1=CC=C(C=C1)S(=O)(=O)N[C@H](C(=O)NC1=CC=C(C=C1)N1CCOCC1)C (S)-2-(4-methylphenyl-sulphonamido)-N-(4-morpholinophenyl)propanamide